benzoin ammonium [NH4+].C1(=CC=CC=C1)C(=O)C(O)C1=CC=CC=C1